ClC1=CC(=C(O[C@H](C(=O)OC(C)(C)C)CC2CC2)C=C1)C1=NOCC1OCC tert-butyl (2S)-2-[4-chloro-2-(4-ethoxy-4,5-dihydroisoxazol-3-yl)phenoxy]-3-cyclopropylpropanoate